2-(methoxy)-6-(naphtho[1,2-b]furan-2-yl)imidazo[2,1-b][1,3,4]thiadiazole COC1=NN2C(S1)=NC(=C2)C2=CC1=C(O2)C2=CC=CC=C2C=C1